C1=NC=C(C2=CC=CC=C12)N1C(N(C[C@@H]1C#N)C12CC(C1)(C2)C(F)(F)F)=O |r| racemic-3-(isoquinolin-4-yl)-2-oxo-1-(3-(trifluoromethyl)bicyclo[1.1.1]pentan-1-yl)imidazolidine-4-carbonitrile